methane lead [Pb].C